BrCC(=O)N[C@@H](C)C1=CC=CC=C1 2-Bromo-N-[(1S)-1-phenylethyl]acetamide